N-(tert-butoxycarbonyl)-1,2,3,6-tetrahydropyridine-4-boronic acid pinacol ester C(C)(C)(C)OC(=O)N1CCC(=CC1)B1OC(C)(C)C(C)(C)O1